anti-thioguanine N1C(N)=NC=2N=CNC2C1=S